FC(C1=NN(C=C1NC(=O)C=1N=C(OC1)C1=CC=NC=C1)C1=CC=C(C=C1)C=O)F N-[3-(difluoromethyl)-1-(4-formylphenyl)pyrazol-4-yl]-2-(4-pyridyl)oxazole-4-carboxamide